N1C=NC(=C1)C(=O)NCCOCCOCCOCCOCC(COCCCCCCCC(=O)OC\C=C/CCCCCC)OCCCCCCCC(=O)OC\C=C/CCCCCC [(Z)-non-2-enyl] 8-[3-[2-[2-[2-[2-(1H-imidazole-4-carbonylamino)ethoxy]ethoxy]ethoxy]ethoxy]-2-[8-[(Z)-non-2-enoxy]-8-oxo-octoxy]propoxy]octanoate